1-(((1R,3R,5R)-2-acetyl-2-azabicyclo[3.1.0]hexan-3-yl)methyl)-2-(4-(6-((4-cyano-2-fluorobenzyl)oxy)pyridin-2-yl)-2,5-difluorobenzyl)-1H-benzo[d]imidazole-6-carboxylic acid C(C)(=O)N1[C@@H]2C[C@@H]2C[C@@H]1CN1C(=NC2=C1C=C(C=C2)C(=O)O)CC2=C(C=C(C(=C2)F)C2=NC(=CC=C2)OCC2=C(C=C(C=C2)C#N)F)F